2-(S)-glutathionyl-caffeic acid N([C@H](C(=O)O)CCC(=O)N[C@@H](CS)C(=O)NCC(=O)O)C1=C(/C=C/C(=O)O)C=CC(=C1O)O